C(C1=CC=CC=C1)[C@@H]1N(C(OC1)=O)C([C@@H](CC=1C=C2C(=NN(C2=CC1)COCC[Si](C)(C)C)Br)[C@@H]1CN(CC1)C(=O)OC(C)(C)C)=O Tert-butyl (3R)-3-[(2S)-1-[(4S)-4-benzyl-2-oxo-1,3-oxazolidin-3-yl]-3-(3-bromo-1-{[2-(trimethylsilyl)ethoxy]methyl}-1H-indazol-5-yl)-1-oxopropan-2-yl]pyrrolidine-1-carboxylate